[S-2].[Ca+2].[Sr+2].[S-2] strontium-calcium sulfide